(17β)-4-methoxy-estra-1,3,5(10)-triene-3,17-diol COC=1C=2CC[C@H]3[C@@H]4CC[C@@H]([C@@]4(C)CC[C@@H]3C2C=CC1O)O